C(#N)C1=CC=C(C=C1)N1N=CC(=C1C)C(=O)NC1CC2(CC(C2)OC=2N=C(SC2C(=O)N)OC)C1 4-(((2s,4s,6s)-6-(1-(4-cyanophenyl)-5-methyl-1H-pyrazole-4-carboxamido)spiro[3.3]hept-2-yl)oxy)-2-methoxythiazole-5-carboxamide